silver propyl-sulfonate C(CC)S(=O)(=O)[O-].[Ag+]